(S)-1-(2,3-Dihydrobenzofuran-4-yl)ethanamine hydrochloride Cl.O1CCC2=C1C=CC=C2[C@H](C)N